4-[6-(4-methyl-piperazin-1-yl)-benzimidazol-1-yl]-aniline CN1CCN(CC1)C=1C=CC2=C(N(C=N2)C2=CC=C(N)C=C2)C1